(4-pyridyl)copper N1=CC=C(C=C1)[Cu]